C(C)O\C(=C/C)\C1=C2C=C(N=CC2=C(N=C1)NC)NC(=O)C1CC1 (Z)-N-(5-(1-ethoxyprop-1-en-1-yl)-8-(methylamino)-2,7-naphthyridin-3-yl)cyclopropanecarboxamide